[N+](=O)([O-])C1=CC2=C(NC(N2)=O)C=C1 5-nitro-1,3-dihydro-2H-benzo[d]imidazol-2-one